BrC1=CC=C(C=C1)C1CC(OC(C1)=O)=O 4-(4-bromophenyl)dihydro-2H-pyran-2,6(3H)-dione